di-tert-butyl ((3S,5R)-piperidine-3,5-diyl)dicarbamate N1C[C@H](C[C@H](C1)NC(OC(C)(C)C)=O)NC(OC(C)(C)C)=O